The molecule is a steroid sulfate oxoanion obtained by deprotonation of the sulfo group of (24S)-hydroxycholesterol 3-sulfate. It is a conjugate base of a (24S)-hydroxycholesterol 3-sulfate. C[C@H](CC[C@@H](C(C)C)O)[C@H]1CC[C@@H]2[C@@]1(CC[C@H]3[C@H]2CC=C4[C@@]3(CC[C@@H](C4)OS(=O)(=O)[O-])C)C